CN1C(N(C2=C1C=CC=C2)C)=O 1,3-dimethyl-benzoimidazol-2-one